38-palmitoleoyloxy-octatriacontanoic acid C(CCCCCCC\C=C/CCCCCC)(=O)OCCCCCCCCCCCCCCCCCCCCCCCCCCCCCCCCCCCCCC(=O)O